1-iodo-2-bromo-1,1-difluoroethane IC(CBr)(F)F